(4-cyanophenyl)-6-((2,3-dihydroxypropyl)amino)isoindoline-2-carbonitrile C(#N)C1=CC=C(C=C1)C1N(CC2=CC=C(C=C12)NCC(CO)O)C#N